(S)-N-(3,4-difluorophenyl)-6-methyl-1-(pyrrolidine-1-carbonyl)-5,6-dihydroimidazo[1,5-a]pyrazine-7(8H)-carboxamide FC=1C=C(C=CC1F)NC(=O)N1CC=2N(C[C@@H]1C)C=NC2C(=O)N2CCCC2